formOaldehyde C=O